N,N'-bis(2,2,6,6-tetramethylpiperidin-4-yl)hex-ane-1,6-diamine CC1(NC(CC(C1)NCCCCCCNC1CC(NC(C1)(C)C)(C)C)(C)C)C